NCC(=O)N[C@@H](CC(=O)O)C(=O)O glycyl-aspartic acid